(-)-1,2-epoxybutane C1C(CC)O1